CC1=CC=C(C=C1)S(=O)(=O)O.NC1=CC=CC=C1 aniline p-toluenesulfonate